NC1=C2C(=NC=N1)N(N=C2C=2C=NC(=CC2)F)C(C)C=2OC1=CC=CC=C1C(C2C2=CC(=CC=C2)F)=O 2-(1-(4-Amino-3-(6-fluoropyridin-3-yl)-1H-pyrazolo[3,4-d]pyrimidin-1-yl)ethyl)-3-(3-Fluorophenyl)-4H-chromen-4-one